C(C)OC(=O)C=1C(N(C2=CC=CC=C2C1Cl)C)=O 4-chloro-1-methyl-2-oxo-1,2-dihydroquinoline-3-carboxylic acid ethyl ester